C(C1=CC=CC=C1)OC(=O)NCC(=O)NCCOCCOCCOCCOCCC(=O)O 1-({N-[(benzyloxy)carbonyl]glycyl}amino)-3,6,9,12-tetraoxapentadecan-15-oic acid